C1(=CC=C(C=C1)NC(=O)NC1=CC=C(C=C1)C)C N,N'-bis(p-tolyl)urea